(R)-2-Amino-6-cyano-7-oxo-6-phenyl-4,5,6,7-tetrahydrobenzo[b]thiophene-3-carboxamide NC1=C(C2=C(S1)C([C@](CC2)(C2=CC=CC=C2)C#N)=O)C(=O)N